2-(6-(1-ethylazetidin-3-yl)pyridazin-3-yl)-5-(2-methyl-2H-pyrazolo[3,4-c]pyridin-5-yl)phenol hydrochloride Cl.C(C)N1CC(C1)C1=CC=C(N=N1)C1=C(C=C(C=C1)C1=CC=2C(C=N1)=NN(C2)C)O